2'-(4-methyl-4H-1,2,4-triazol-3-yl)-[1,1'-biphenyl] CN1C(=NN=C1)C1=C(C=CC=C1)C1=CC=CC=C1